C(C1=CC=CC=C1)OC1=NC(=CC=C1N1C(N(C2=C1C=CC(=C2)OC2CN(C2)C(=O)OC(C)(C)C)C)=O)OCC2=CC=CC=C2 tert-butyl 3-[1-(2,6-dibenzyloxy-3-pyridyl)-3-methyl-2-oxo-benzimidazol-5-yl]oxyazetidine-1-carboxylate